4-((5-methyl-2H-tetrazol-2-yl)(phenyl)methyl)piperidine trifluoroacetate salt FC(C(=O)O)(F)F.CC=1N=NN(N1)C(C1CCNCC1)C1=CC=CC=C1